C1=CC=CC=2C3=CC=CC=C3N(C12)C=1C(=C(C=2NC3=C(C(=C(C(=C3C2C1[2H])[2H])N1C2=CC=CC=C2C=2C=CC=CC12)[2H])[2H])[2H])[2H] 9'H-9,3':6',9''-tercarbazole-1',2',4',5',7',8'-d6